C(C)N1CC(=CC=C1CN1CC2=CC=CC=C2C1)OCC1CCNCC1 1-ethyl-6-(isoindolin-2-ylmethyl)-3-(piperidin-4-ylmethoxy)pyridin